N-(4-(1-((5-cyanothiazol-2-yl)amino)-1-oxopropan-2-yl)-[2,3'-bipyridyl]-6'-yl)acrylamide C(#N)C1=CN=C(S1)NC(C(C)C1=CC(=NC=C1)C=1C=NC(=CC1)NC(C=C)=O)=O